Furfural C(C1=CC=CO1)=O